5-methyl-1-oxo-3-[4-(trifluoromethyl)phenyl]-3,4-dihydro-2H-pyrrol-1-ium-2-carboxylic acid ethyl ester C(C)OC(=O)C1[N+](C(CC1C1=CC=C(C=C1)C(F)(F)F)C)=O